C1(=CC=CC=C1)N1CC(=C(C2=CC=C3C(=C12)SC1=C3C=CC=C1)O)C(C(F)(F)F)=O 1-phenyl-4-hydroxy-3-(2,2,2-trifluoroethan-1-on-1-yl)-[1]benzothieno[3,2-h]quinolin